(+/-)-8-tert-Butyl 2-Methyl 3-Oxo-8-azabicyclo[3.2.1]octane-2,8-dicarboxylate O=C1C(C2CCC(C1)N2C(=O)OC(C)(C)C)C(=O)OC